3-Fluoro-5-(trifluoromethyl)benzoic acid [3-(3-ethyl-4-oxo-spiro[6,8-dihydro-5H-pyrazolo[4,3-c]azepin-7,4'-tetrahydropyran]-1-yl)-2,2-dimethyl-propyl] ester C(C)C1=NN(C2=C1C(NCC1(CCOCC1)C2)=O)CC(COC(C2=CC(=CC(=C2)C(F)(F)F)F)=O)(C)C